N-(1-methylpiperidin-3-yl)pyridazin-3-amine CN1CC(CCC1)NC=1N=NC=CC1